C1=NC=C(C2=CC=CC=C12)N1C(N(C[C@@H]1C#N)CC(C)(C)C)=O |r| Racemic-3-(isoquinolin-4-yl)-1-neopentyl-2-oxoimidazoline-4-carbonitrile